FC1=CC(=C(C=C1)[C@H]1[C@@H](O[C@@](C1)(C(F)(F)F)C)C(=O)NC1=CC(=NC=C1)C(=O)N)OC (2R,3S,5S)-4-[[3-(4-fluoro-2-methoxy-phenyl)-5-methyl-5-(trifluoromethyl)tetrahydrofuran-2-carbonyl]amino]pyridine-2-carboxamide